C(=O)(O)C(C(CC1=C(C(=O)O)C=CC=N1)O)(C)O 2-(3-carboxy-3-hydroxy-2-hydroxybutyl)nicotinic acid